(R)-2-chloro-8-cyclohexyl-7-methyl-7,8-dihydropteridin-6(5H)-one ClC1=NC=2N([C@@H](C(NC2C=N1)=O)C)C1CCCCC1